β-L-galactose O[C@@H]1[C@@H](O)[C@H](O)[C@H](O)[C@@H](O1)CO